NCCNC(=O)N1CCN(CC1)C(C1=C(C=C(C=C1)NC=1C=2N(C=CN1)C(=CN2)C2=C(C(=C(C=C2)OC)F)F)C)=O N-(2-aminoethyl)-4-[4-[[3-(2,3-difluoro-4-methoxyphenyl)imidazo[1,2-a]pyrazin-8-yl]amino]-2-methylbenzoyl]piperazine-1-carboxamide